3-methyl-4-(4-(4-methylpiperazin-1-yl)piperidin-1-yl)aniline CC=1C=C(N)C=CC1N1CCC(CC1)N1CCN(CC1)C